OC1C[C@H]2CCC[C@@H](C1)N2C(=O)OC(C)(C)C tert-butyl (1R,3r,5S)-3-hydroxy-9-azabicyclo[3.3.1]nonane-9-carboxylate